N-(4-(2-(((2-(2-methoxyphenyl)trans-cyclopropyl)methyl)amino)ethyl)trans-cyclohexyl)piperidine-1-carboxamide COC1=C(C=CC=C1)[C@H]1[C@@H](C1)CNCC[C@@H]1CC[C@H](CC1)NC(=O)N1CCCCC1